C(#N)C1=CC=C(C=C1)C=1NC2=CC=CC=C2C1CCC(=O)O 3-[2-(4-cyanophenyl)-1H-indol-3-yl]propionic acid